BrC1=CC=C(C=N1)C1=C(C=C(C=C1)C=1NC(C2=C(N1)CCSC2)=O)F 2-(4-(6-bromopyridin-3-yl)-3-fluorophenyl)-3,5,7,8-tetrahydro-4H-thiopyrano[4,3-d]pyrimidin-4-one